O=C1C=C(N=C(N1)SCC=1C=C(C(=O)O)C=CC1)C(F)(F)F 3-(6-oxo-4-trifluoromethyl-1,6-dihydro-pyrimidin-2-ylsulfanylmethyl)-benzoic acid